C1(CC1)CN1C(=CC2=CC=CC=C12)C1=NC=2C=3N1CCNC3C=C(C2)C(=O)N2C[C@@H](CCC2)NC(OC(C)(C)C)=O tert-butyl (R)-(1-(2-(1-(cyclopropylmethyl)-1H-indol-2-yl)-5,6-dihydro-4H-imidazo[1,5,4-de]quinoxaline-8-carbonyl)piperidin-3-yl)carbamate